P(=O)(F)(F)OCCO ethylene glycol difluorophosphate